N-[3-chloro-4-[4-(piperidine-4-carbonyl)piperazine-1-carbonyl]phenyl]-5-[1-(5-fluoropyrimidin-2-yl)-3-(trifluoromethyl)pyrazol-4-yl]-1-methylimidazole-2-carboxamide ClC=1C=C(C=CC1C(=O)N1CCN(CC1)C(=O)C1CCNCC1)NC(=O)C=1N(C(=CN1)C=1C(=NN(C1)C1=NC=C(C=N1)F)C(F)(F)F)C